Acetaldoxim C(C)=NO